4-[4-benzyloxy-1-(4-fluorophenyl)-2-(1-tetrahydrofuran-3-ylvinyl)indol-3-yl]benzaldehyde C(C1=CC=CC=C1)OC1=C2C(=C(N(C2=CC=C1)C1=CC=C(C=C1)F)C(=C)C1COCC1)C1=CC=C(C=O)C=C1